[1,7]Naphthyridin-4-ol N1=CC=C(C2=CC=NC=C12)O